C(C)(C)(C)C1=CC=C(C=C1)C1=C(C(=O)N)C=CC=C1 (4-tert-butylphenyl)benzamide